CN1C(C(=CC=C1)NC=1C=C(CN2CCC(CC2)C=2C=C3CN(C(C3=CC2)=O)C2C(NC(CC2)=O)=O)C=CC1)=O 3-(5-(1-(3-((1-Methyl-2-oxo-1,2-dihydropyridin-3-yl)amino)benzyl)piperidin-4-yl)-1-oxoisoindolin-2-yl)piperidine-2,6-dione